1,4-bis(2,4-dimaleimidophenoxy)benzene C1(C=CC(N1C1=C(OC2=CC=C(C=C2)OC2=C(C=C(C=C2)N2C(C=CC2=O)=O)N2C(C=CC2=O)=O)C=CC(=C1)N1C(C=CC1=O)=O)=O)=O